CN(C=1SC=C(N1)C(=O)[O-])C=1N=NC(=C(C1)C)\N=C\1/SC2=C(N1COCC[Si](C)(C)C)C=CC=C2 2-[methyl(5-methyl-6-{[(2Z)-3-{[2-(trimethylsilyl)ethoxy]methyl}-2,3-dihydro-1,3-benzothiazol-2-ylidene]amino}pyridazin-3-yl)amino]-1,3-thiazole-4-carboxylate